C(C)NC=1C=C(C=C2C(C(NC12)=O)(C)N1C[C@@H](CCC1)OC=1C=CC(=C(C=O)C1)O)F 5-[[(3R)-1-[7-(ethylamino)-5-fluoro-3-methyl-2-oxo-indolin-3-yl]-3-piperidyl]oxy]-2-hydroxy-benzaldehyde